C(C)OC([C@@H]([C@H](\C=C\C1=CC=C(C=C1)F)O)O)=O (2R,3S,E)-5-(4-fluorophenyl)-2,3-dihydroxypent-4-enoic acid ethyl ester